O[C@H]1CC(C2(C1)CCN(CC2)C(=O)OC(C)(C)C)=O tert-Butyl (3R)-3-hydroxy-1-oxo-8-azaspiro[4.5]decane-8-carboxylate